4-(trimethyl-1-cyclohexen-1-yl)-2-butanone CC1(C(=C(CCC1)CCC(C)=O)C)C